N[C@H](C(C)C)C(=O)OCOCC([C@H](C[C@H]1C(NCC1)=O)NC([C@@H](NC(=O)C=1NC2=CC=CC(=C2C1)OC)CC(C)C)=O)=O ({(3S)-3-({N-[(4-methoxy-1H-indol-2-yl)carbonyl]-L-leucyl}amino)-2-oxo-4-[(3S)-2-oxopyrrolidin-3-yl]butyl}oxy)methyl D-valinate